(8-oxidothiomorpholino-5,6,7,8-tetrahydro-1,6-naphthyridin-2-yl)Phosphonic Acid Hydrochloride Cl.[O-]C1CNCC=2C=C(C(=NC12)P(O)(O)=O)N1CCSCC1